BrCCCCCCCCCOC1=CC=C(C=C1)C1=CC(SS1)=S 5-(4-(9-bromononyloxy)phenyl)-3H-1,2-dithiol-3-thione